C(C)NC(=O)C1=NOC(=C1Br)C1=C(C=C(C(=C1)CCC1=CC=CC=C1)OCC1=CC=CC=C1)OCC1=CC=CC=C1 5-(2,4-bis-benzyloxy-5-phenethylphenyl)-4-bromo-isoxazole-3-carboxylic Acid Ethylamide